NC(CCC(C(=O)O)N1C2(C3=CC(=CC=C3C1=O)N1CCN(CC1)C(=O)OC(C)(C)C)CC2)=O 5-amino-2-[6'-(4-tert-butoxycarbonylpiperazin-1-yl)-3'-oxo-spiro[cyclopropane-1,1'-isoindoline]-2'-yl]-5-oxo-pentanoic acid